tetramethylolmethane triacrylate C(C=C)(=O)O.C(C=C)(=O)O.C(C=C)(=O)O.C(O)C(CO)(CO)CO